(S)-1'-(8-((2-amino-3-chloropyridin-4-yl)thio)-2,7-dimethylimidazo[1,2-c]pyrimidin-5-yl)-5,7-dihydrospiro[cyclopenta[b]pyridine-6,4'-piperidine]-5-amine NC1=NC=CC(=C1Cl)SC=1C=2N(C(=NC1C)N1CCC3(CC1)[C@@H](C=1C(=NC=CC1)C3)N)C=C(N2)C